3-[(Z)-2-(2-aminopyrimidin-5-yl)-2-fluorovinyl]-4-fluorobenzoic acid NC1=NC=C(C=N1)/C(=C/C=1C=C(C(=O)O)C=CC1F)/F